C1(CC1)[C@@H](C)NC(=O)C=1C=NC(=C(C1)C1=NN(C=C1)C)OC1=CC=C(C=C1)C(F)(F)F |o1:3| N-[(1R) or (1S)-1-cyclopropylethyl]-5-(1-methyl-1H-pyrazol-3-yl)-6-[4-(trifluoromethyl)phenoxy]pyridine-3-carboxamide